2-(3-cyano-1-methyl-1H-indol-5-yl)acetic acid C(#N)C1=CN(C2=CC=C(C=C12)CC(=O)O)C